ClC=1C=C(C=CC1F)NC(=O)C1=C2CC[C@@H](C2=C(C=C1)F)NC(=O)OCC1=NN(C=N1)COP(O)(O)=O (S)-(3-((((4-((3-chloro-4-fluorophenyl)carbamoyl)-7-fluoro-2,3-dihydro-1H-inden-1-yl)carbamoyl)oxy)methyl)-1H-1,2,4-triazol-1-yl)methyl-phosphoric acid